2,3-difluoro-4-nitrophenol FC1=C(C=CC(=C1F)[N+](=O)[O-])O